phenylindole C1=CC=C(C=C1)N2C=CC3=CC=CC=C32